C(C)OC1=C(C(=CC(=C1)CN1CC2(C1)CN(C(C2)=O)C2=CC=C(C(=O)O)C=C2)OCC)C2=CC=C(C=C2)F 4-(2-((2,6-diethoxy-4'-fluoro-[1,1'-biphenyl]-4-yl)methyl)-7-oxo-2,6-diazaspiro[3.4]octane-6-yl)benzoic acid